2-(4-(2-(2-(4-(6-(tert-butoxycarbonyl)-5,6,7,8-tetrahydropyrido[4,3-d]pyrimidin-2-yl)piperazin-1-yl)ethoxy)ethyl)piperazin-1-yl)pyrimidine-5-carboxylic acid C(C)(C)(C)OC(=O)N1CC2=C(N=C(N=C2)N2CCN(CC2)CCOCCN2CCN(CC2)C2=NC=C(C=N2)C(=O)O)CC1